CN([C@@H]1CN(C[C@@H]1O)C(=O)OC(C)(C)C)C tert-butyl (3R,4S)-3-(dimethylamino)-4-hydroxypyrrolidine-1-carboxylate